BrC1=C(C(=CC=C1OC)[N+](=O)[O-])CC#N 2-(2-bromo-3-methoxy-6-nitrophenyl)acetonitrile